ClC1=CC(=NC2=CC=[N+](C=C12)[O-])[C@@H]1CO[C@](C[C@H]1C1=C(C(=C(C=C1)F)F)OC)(C(F)(F)F)C 4-chloro-2-((3R,4R,6R)-4-(3,4-difluoro-2-methoxyphenyl)-6-methyl-6-(trifluoromethyl)tetrahydro-2H-pyran-3-yl)-1,6-naphthyridine 6-oxide